ClC=1C=CC=C2C(=NC(=NC12)C1=CC=C(OCCOCC(=O)OC)C=C1)C methyl 2-[2-[4-(8-chloro-4-methyl-quinazolin-2-yl)phenoxy]ethoxy]acetate